2-methyl-butanal oxime CC(C=NO)CC